C(C1=CC=CC=C1)OC1=CC=CC(=N1)N[C@@H](C)C(=O)O (6-(benzyloxy)pyridin-2-yl)alanine